FC(C(=O)NCCCCCC(=O)N)(F)F 6-trifluoroacetamidohexanamide